3-(4-(((2S,3R,4S,5S,6R)-3,4,5-trihydroxy-6-(hydroxymethyl)tetrahydro-2H-pyran-2-yl)oxy)phenyl)propanamide O[C@H]1[C@@H](O[C@@H]([C@H]([C@@H]1O)O)CO)OC1=CC=C(C=C1)CCC(=O)N